N-[4-fluoro-5-(2-oxo-1,3-dihydropyrrolo[2,3-b]pyridin-5-yl)-2-[rac-(3R,5S)-3,4,5-trimethylpiperazin-1-yl]phenyl]-6-oxo-4-(trifluoromethyl)-1H-pyridine-3-carboxamide FC1=CC(=C(C=C1C=1C=C2C(=NC1)NC(C2)=O)NC(=O)C2=CNC(C=C2C(F)(F)F)=O)N2C[C@H](N([C@H](C2)C)C)C |r|